5-((5-isopropyl-1-((2-(trimethylsilyl)ethoxy)methyl)-1H-pyrrolo[2,3-b]pyridin-4-yl)oxy)pyrimidin-2,4-diamine C(C)(C)C=1C(=C2C(=NC1)N(C=C2)COCC[Si](C)(C)C)OC=2C(=NC(=NC2)N)N